(3r,4r)-1-(5,6-difluoro-1-((5-fluoropyrimidin-2-yl)methyl)-1H-benzo[d]imidazol-2-yl)-4-fluoropiperidin-3-amine FC1=CC2=C(N(C(=N2)N2C[C@H]([C@@H](CC2)F)N)CC2=NC=C(C=N2)F)C=C1F